5-{4-[(1-{[3-chloro-4-(trifluoromethyl)phenyl]carbamoyl}-D-prolyl)amino]phenyl}pyridine-2-carboxylic acid ClC=1C=C(C=CC1C(F)(F)F)NC(=O)N1[C@H](CCC1)C(=O)NC1=CC=C(C=C1)C=1C=CC(=NC1)C(=O)O